C1(CC1)N1CCC(CC1)C=1C(=CC2=C(C(C=3NC4=CC(=CC=C4C3C2=O)C#C[Si](C)(C)C)(C)C)C1)CC 8-(1-cyclopropylpiperidin-4-yl)-9-ethyl-6,6-Dimethyl-3-((trimethylsilyl)ethynyl)-5,6-dihydro-11H-benzo[b]carbazol-11-one